1-(tert-butyl) 3-methyl 2-oxopiperidine-1,3-dicarboxylate O=C1N(CCCC1C(=O)OC)C(=O)OC(C)(C)C